7-bromo-4-chloro-1-[(4-methoxyphenyl)methyl]Pyrido[3,2-d]Pyrimidin-2-one BrC1=CC=2N(C(N=C(C2N=C1)Cl)=O)CC1=CC=C(C=C1)OC